ClC=1C=C(C(NC1C)=O)C(=O)O 5-chloro-6-methyl-2-oxo-1,2-dihydropyridine-3-carboxylic acid